(R)-2-(2-hydroxyphenylamino)-5,5-dimethyl-4,5-dihydrothiazole-4-carboxylic acid monohydrochloride Cl.OC1=C(C=CC=C1)NC=1SC([C@H](N1)C(=O)O)(C)C